(E)-undec-2-en-5-yne C\C=C\CC#CCCCCC